ClC1=C(C(=CC=C1)F)[C@@H]1CN(C2=C(O1)C=C(C(=C2)N2N=C(N(C2=O)CC)CO)F)C(C)C (R)-1-(2-(2-chloro-6-fluorophenyl)-7-fluoro-4-isopropyl-3,4-dihydro-2H-benzo[b][1,4]oxazin-6-yl)-4-ethyl-3-(hydroxymethyl)-1H-1,2,4-triazol-5(4H)-one